CN1N=C(C=C1C1=CNC2=NC=CC(=C21)OC2=C(C=C(NC=1OC[C@](CN1)(F)CO)C=C2F)F)C |r| (+/-)-[2-(4-{[3-(1,3-dimethyl-1H-pyrazol-5-yl)-1H-pyrrolo[2,3-b]pyridin-4-yl]oxy}-3,5-difluoroanilino)-5-fluoro-5,6-dihydro-4H-1,3-oxazin-5-yl]methanol